C(C1=CC=CC=C1)OC1=NC(=CC=C1N1C(CN(CC1)C1=CC=C(C=C1)CC(=O)OC(C)(C)C)=O)OCC1=CC=CC=C1 tert-butyl 2-[4-[4-(2,6-dibenzyloxy-3-pyridyl)-3-oxo-piperazin-1-yl]phenyl]acetate